FC(COC(C(=O)Cl)=O)(F)F.O=C(C(=O)OCC(F)(F)F)N1[C@H](CC[C@@H](C1)C)C1=CC=CC2=C1CCO2 |r| 2,2,2-Trifluoroethyl 2-oxo-2-[rac-(2R,5S)-2-(2,3-dihydrobenzofuran-4-yl)-5-methyl-1-piperidyl]acetate 2,2,2-Trifluoroethyl-2-chloro-2-oxo-acetate